S(=O)(=O)(C)C1=CC=C(CC2CC3(CN(C3)C(=O)N3CC4(C3)NC(OC4)=O)CC2)C=C1 2-[6-(4-mesylbenzyl)-2-azaspiro[3.4]octane-2-carbonyl]-7-oxa-2,5-diazaspiro[3.4]octan-6-one